2-[4-[2-[(2R or S,6R or S)-2,6-dimethylmorpholin-4-yl]ethoxy]phenyl]acetic acid C[C@@H]1CN(C[C@H](O1)C)CCOC1=CC=C(C=C1)CC(=O)O |o1:1,5|